C1=CC=CC=2C3=CC=CC=C3N(C12)C1=C(C#N)C(=C(C(=C1N1C2=CC=CC=C2C=2C=CC=CC12)N1C2=CC=CC=C2C=2C=CC=CC12)N1C2=CC=CC=C2C=2C=CC=CC12)C1=NC(=CC=C1)C1=CC=CC=C1 2,3,4,5-tetra(9H-carbazol-9-yl)-6-(6-phenylpyridin-2-yl)benzonitrile